OC1=C(C(NC(C1)(C)C)=O)C(NC1=C(C=CC=C1)C)=S 4-hydroxy-6,6-dimethyl-N-(2-methylphenyl)-2-oxo-1,2,5,6-tetrahydropyridine-3-carbothioamide